ClC(=C1[C@@H]2CC[C@H]1C1=C(C=CC=C21)NC(=O)C=2C(=NN(C2)C)C(F)F)Cl N-[(1R,4S)-9-(dichloromethylene)-1,2,3,4-tetrahydro-1,4-methanonaphthalene-5-yl]-3-(difluoromethyl)-1-methyl-1H-pyrazole-4-carboxamide